(acryloyloxy)ethyl-trimethyl-ammonium chloride [Cl-].C(C=C)(=O)OCC[N+](C)(C)C